NC1=NC=2C=C(C(=CC2C2=C1C=NN2C)C(=O)N2N(CC(C2)C)C2=NC(=CC=C2)F)C (4-amino-1,7-dimethyl-1H-pyrazolo[4,3-c]quinolin-8-yl)(2-(6-fluoropyridin-2-yl)-4-methylpyrazolidin-1-yl)methanone